2-{4-[(4-cyclopropyl-3-pyridyl)[6-(difluoromethyl)-3-pyridyl]amino]-1-piperidyl}-5-pyrimidinecarbonitrile C1(CC1)C1=C(C=NC=C1)N(C1CCN(CC1)C1=NC=C(C=N1)C#N)C=1C=NC(=CC1)C(F)F